C1(=CC=CC=C1)P(C1=NC=CC=C1)C1=CC=CC=C1 diphenyl-2-pyridylphosphine